C(C)(C)(C)OC(=O)N1C(CN(C(C1)CC#N)CC1=CC=C(C=C1)OC)CC(=O)N(C)CCO 5-(cyanomethyl)-2-(2-((2-hydroxyethyl)(methyl)amino)-2-oxoethyl)-4-(4-methoxybenzyl)piperazine-1-carboxylic acid tert-butyl ester